N-{[(4S)-4-ethyl-4-hydroxy-3,14-dioxo-3,4,12,14-tetrahydro-1H-pyrano[3',4':6,7]indolizino[1,2-b]quinolin-11-yl]methyl}-L-valinamide C(C)[C@]1(C(OCC=2C(N3CC=4C(=NC=5C=CC=CC5C4CNC([C@@H](N)C(C)C)=O)C3=CC21)=O)=O)O